C1(CC1)NC(=O)C=1C=CC2=C(OCC(N2)=O)C1 N-cyclopropyl-3-oxo-3,4-dihydro-2H-benzo[b][1,4]oxazin-7-carboxamide